3-(5,5'-diallyl-2,2'-dihydroxy-[1,1'-biphenyl]-3-yl)-1-(4-chlorophenyl)prop-2-en-1-one C(C=C)C=1C=C(C(=C(C1)C1=C(C=CC(=C1)CC=C)O)O)C=CC(=O)C1=CC=C(C=C1)Cl